tert-butyl 2-chlorophenylcarbamate ClC1=C(C=CC=C1)NC(OC(C)(C)C)=O